O=C1CCOC2=CC(=CC=C12)O[C@H](C1=CC=C(C(=O)N)C=C1)C1=CC=CC=C1 (S)-4-(((4-oxochroman-7-yl)oxy)phenylmethyl)benzamide